FC(OC1=NC=CC(=C1)CNC(=O)NC1CC(C1)C(F)F)F 1-[[2-(difluoromethoxy)pyridin-4-yl]methyl]-3-[(1r,3r)-3-(difluoromethyl)cyclobutyl]urea